[3-[4-[2-chloro-4-[[5-[6-(dimethylamino)-2,5-difluoro-3-pyridyl]-1-methyl-imidazole-2-carbonyl]amino]benzoyl]piperazine-1-carbonyl]cyclobutyl]methyl-trimethyl-ammonium ClC1=C(C(=O)N2CCN(CC2)C(=O)C2CC(C2)C[N+](C)(C)C)C=CC(=C1)NC(=O)C=1N(C(=CN1)C=1C(=NC(=C(C1)F)N(C)C)F)C